3-methyl-4-hydroxy-butyric acid CC(CC(=O)O)CO